6-cyclopropyl-2-[3-[(1S,2R)-1,2-difluoro-1-(4-methyl-4H-1,2,4-triazol-3-yl)propan-2-yl]phenyl]-4-(trifluoromethyl)-2,3-dihydro-1H-isoindol-1-one calcium-potassium-calcium-titanium [Ti].[Ca].[K].[Ca].C1(CC1)C1=CC(=C2CN(C(C2=C1)=O)C1=CC(=CC=C1)[C@@]([C@H](C1=NN=CN1C)F)(C)F)C(F)(F)F